benzyl-(5-(4-(benzyloxy)phenyl)-1,1-difluoro-pent-1-en-3-yl)sulfane C(C1=CC=CC=C1)SC(C=C(F)F)CCC1=CC=C(C=C1)OCC1=CC=CC=C1